2-((2S,4R)-4-Amino-1-(6-chlorobenzo[b]thiophen-2-carbonyl)pyrrolidin-2-yl)-N-((S)-6-guanidino-1-(methylamino)-1-oxohexan-2-yl)thiazol-4-carboxamid N[C@@H]1C[C@H](N(C1)C(=O)C1=CC2=C(S1)C=C(C=C2)Cl)C=2SC=C(N2)C(=O)N[C@H](C(=O)NC)CCCCNC(=N)N